6-Chloro-1-methyl-2-oxo-4-(4-(2-(trifluoromethyl)phenoxy)piperidin-1-yl)-1,2-dihydro-1,5-naphthyridin-3-carbonitril ClC=1N=C2C(=C(C(N(C2=CC1)C)=O)C#N)N1CCC(CC1)OC1=C(C=CC=C1)C(F)(F)F